2-bromo-6-((1-cyclopropylpiperidin-4-ylidene)methyl)pyridine BrC1=NC(=CC=C1)C=C1CCN(CC1)C1CC1